4-((4-(2-((S)-2,6-dioxopiperidin-3-yl)-1-oxoisoindolin-5-yl)piperazin-1-yl)methyl)piperidin O=C1NC(CC[C@@H]1N1C(C2=CC=C(C=C2C1)N1CCN(CC1)CC1CCNCC1)=O)=O